CN1C(N(C=2N=C(NC2C1=O)C=1N(C2=CC=CC=C2C1)C)C)=O 1,3-dimethyl-8-(1-methyl-1H-indol-2-yl)-1H-purine-2,6(3H,7H)-dione